C(#N)CC(=O)NC1CC=C(CC1)C1=C2C(=NC(=C1)NC(=O)C1CC1)NC=C2 N-(4-(4-(2-cyanoacetamido)cyclohex-1-en-1-yl)-1H-pyrrolo[2,3-b]pyridin-6-yl)cyclopropylcarboxamide